C(C1=CC=CC=C1)OC1=C2N3C4(CC(C3=CC1=O)F)CCCCN(C2=O)C4 11-(benzyloxy)-8-fluoro-3,4,5,6,7,8-hexahydro-2,6a-methano[1,4]diazonino[9,1,2-cd]indolizine-1,10-dione